4-nitroBenzoylcaprolactam [N+](=O)([O-])C1=CC=C(C(=O)C2C(=O)NCCCC2)C=C1